ethyl-N-phenethyl-N-tosylglycine tantalum [Ta].C(C)C(N(S(=O)(=O)C1=CC=C(C)C=C1)CCC1=CC=CC=C1)C(=O)O